NC1=NC(=C(C(=N1)O)N=O)O 2-amino-4,6-dihydroxy-5-nitrosopyrimidine